OC(COP(O)(O)=O)COC=C phosphoric acid mono-2-hydroxy-3-vinyloxypropyl ester